O=C1NN=CC(=C1C#N)N1C[C@@H](CC1)OC1=NC=CC(=C1)C=1C(=NN(C1C)C)C (R)-3-oxo-5-(3-((4-(1,3,5-trimethyl-1H-pyrazol-4-yl)pyridin-2-yl)oxy)pyrrolidin-1-yl)-2,3-dihydropyridazine-4-carbonitrile